F[C@H]1CN(CC[C@@H]1NC1=CC=CC2=C1S(C=C2N2C=CC=C2)(=O)=O)C 7-(((3S,4S)-3-fluoro-1-methylpiperidin-4-yl)amino)-1,1-dioxido-3-(1H-pyrrol-1-yl)benzo[b]thiophen